iodobenzenemonoacetic acid IC1=C(C=CC=C1)CC(=O)O